tert-butyl (S)-(1-(2-(imino(phenyl)methyl)-1-methylhydrazineyl)-1-oxopropan-2-yl)carbamate N=C(NN(C)C([C@H](C)NC(OC(C)(C)C)=O)=O)C1=CC=CC=C1